C(C)(C)(C)OC(=O)N(C1=CC(=NC=2N1N=CC2C2CC2)NC[C@@H]2[C@H](CN(CC2)C(=O)OC(C)(C)C)O)CC2=CC=C(C=C2)C2=NC=C(C=C2)F tert-butyl (3R,4R)-4-(((7-((tert-butoxycarbonyl)(4-(5-fluoropyridin-2-yl)benzyl)amino)-3-cyclopropylpyrazolo[1,5-a]pyrimidin-5-yl)amino)methyl)-3-hydroxypiperidine-1-carboxylate